N-(5-((6-((R)-3-(3,5-difluorophenyl)isoxazolidine-2-yl)pyrimidine-4-yl)amino)-2-(4-ethylpiperazine-1-yl)-4-methoxyphenyl)acrylamide FC=1C=C(C=C(C1)F)[C@@H]1N(OCC1)C1=CC(=NC=N1)NC=1C(=CC(=C(C1)NC(C=C)=O)N1CCN(CC1)CC)OC